5-(2-amino-4-ethylphenyl)-2-(4-(difluoromethoxy)benzyl)-1-methyl-1H-imidazole-4-carboxylate NC1=C(C=CC(=C1)CC)C1=C(N=C(N1C)CC1=CC=C(C=C1)OC(F)F)C(=O)[O-]